1-chloro-2,3-difluoro-5-nitro-benzene ClC1=C(C(=CC(=C1)[N+](=O)[O-])F)F